NC1=CC2=CC=C(C=CC2=C1)N 2,6-diaminoazulene